1-isopropyl-N-[(6S)-2,4-dimethyl-5-oxo-7,8-dihydro-6H-pyrazolo[1,5-a][1,3]diazepin-6-yl]pyrazolo[3,4-d]pyrimidine-6-carboxamide C(C)(C)N1N=CC=2C1=NC(=NC2)C(=O)N[C@@H]2C(N(C=1N(CC2)N=C(C1)C)C)=O